COC=1C(=C2C=CNC2=C(C1)C)CN1[C@@H](C[C@@H](CC1)C1=NC=CN=C1)C1=CC=C(C(=O)O)C=C1 4-((2s,4r)-1-((5-methoxy-7-methyl-1H-indol-4-yl)methyl)-4-(pyrazin-2-yl)piperidin-2-yl)benzoic acid